CN1C(N(C2=C1C=C(C=C2)N2CCC(CC2)CN2CCC(CC2)CC2(CCNCC2)C)C2C(NC(CC2)=O)=O)=O 3-[3-methyl-5-[4-[[4-[(4-methyl-4-piperidyl)methyl]-1-piperidyl]methyl]-1-piperidyl]-2-oxo-benzimidazol-1-yl]piperidine-2,6-dione